N(=C=O)CCCCCCN(C(N(CCCCCCN=C=O)CCCCCCN=C=O)=O)C(=O)N tri(isocyanatohexyl)biuret